FC(OC1=C(C=C(C(=C1)N(C)CCN(C)C)[N+](=O)[O-])NC1=NC=CC(=N1)N1CC2(C3=NC=CC=C31)CCC2)F 2-(difluoromethoxy)-N4-(2-(dimethylamino)ethyl)-N4-methyl-5-nitro-N1-(4-(spiro[cyclobutane-1,3'-pyrrolo[3,2-b]pyridin]-1'(2'H)-yl)pyrimidin-2-yl)benzene-1,4-diamine